CC1=C(C(=CC(=C1)C)C)S 2,4,6-trimethylbenzenethiol